trans-2,3-bis(isocyanomethyl)bicyclo(2.2.1)heptane [N+](#[C-])CC1C2CCC(C1C[N+]#[C-])C2